(R)-3-[2-(2-chloro-5-methoxybenzoyl)-1,2,3,4-tetrahydroisoquinolin-5-yl]-3-(7-methoxy-1-methyl-1H-benzo[d][1,2,3]triazol-5-yl)propionic acid ethyl ester C(C)OC(C[C@H](C1=CC2=C(N(N=N2)C)C(=C1)OC)C1=C2CCN(CC2=CC=C1)C(C1=C(C=CC(=C1)OC)Cl)=O)=O